NC1=C(OCCOC2=C(C=CC=C2)N)C=CC=C1 1,2-bis(ortho-aminophenoxy)ethane